S(C#N)C1=NC=NN1 5-thiocyanato-1H-[1,2,4]Triazole